N1C(CC2=CC=C3C(=C12)C=CC=C3)=O benzindolinone